N1(N=CC=C1)CC1CCNCC1 4-((1H-pyrazol-1-yl)methyl)piperidine